BrC1=NC=CC(=C1F)N 2-bromo-3-fluoropyridin-4-amine